C(C)N1N=NC(=C1)C1=NC=C(C(=O)N([C@H]2CNCCC2)C2=NC=CC3=C2C(=CS3)C)C=C1 (R)-6-(1-ethyl-1H-1,2,3-triazol-4-yl)-N-(3-methylthieno[3,2-c]pyridin-4-yl)-N-(piperidin-3-yl)nicotinamide